C/C(=C/C=O)/CC(C)C (Z)-3,5-DIMETHYLHEX-2-ENAL